C(#N)C1=C(C=CC=C1)C1=C(C(OC(=C1)C(=O)NC=1SC(=NN1)N1N=CC=C1C)=O)OC 4-(2-cyanophenyl)-3-methoxy-N-(5-(5-methyl-1H-pyrazol-1-yl)-1,3,4-thiadiazol-2-yl)-2-oxo-2H-pyran-6-carboxamide